propyl-pyrazine-2-carboxamide C(CC)C=1C(=NC=CN1)C(=O)N